CC1(C(N(C(N1CC1=C2C(=NC=C1)NC(C2)=O)=O)C2=CC=C(C=C2)S(=O)(=O)C)=O)C 5,5-dimethyl-3-(4-(methylsulfonyl)phenyl)-1-((2-oxo-2,3-dihydro-1H-pyrrolo[2,3-b]pyridin-4-yl)methyl)imidazolidine-2,4-dione